(2R,5R)-6,6,6-trifluoro-5-hydroxy-5-methylhexan FC([C@](CCCC)(C)O)(F)F